FC1=C(C=C(C=C1)F)C1=NN=C(C=2CCCCC12)NC1C[C@@H]2[C@@H](CN(C2)CC2CCOCC2)C1 4-(2,5-difluorophenyl)-N-((3aR,5s,6aS)-2-((tetrahydro-2H-pyran-4-yl)methyl)octahydrocyclopenta[c]pyrrol-5-yl)-5,6,7,8-tetrahydrophthalazin-1-amine